N-{3-[(tert-butyldiphenylsilyl)oxy]propyl}-2-(4-methylpiperazin-1-yl)-5-nitrobenzamide [Si](C1=CC=CC=C1)(C1=CC=CC=C1)(C(C)(C)C)OCCCNC(C1=C(C=CC(=C1)[N+](=O)[O-])N1CCN(CC1)C)=O